Dioctyltin dithiolate S1SC(C=C1)C(=O)[O-].C(CCCCCCC)[Sn+2]CCCCCCCC.S1SC(C=C1)C(=O)[O-]